Ethyl (3S,4R)-1-benzyl-4-(3-((diphenylmethylene)amino)thiophen-2-yl)pyrrolidine-3-carboxylate C(C1=CC=CC=C1)N1C[C@H]([C@H](C1)C=1SC=CC1N=C(C1=CC=CC=C1)C1=CC=CC=C1)C(=O)OCC